OCC=1OC(=CN1)CC1CN(C1)C(=O)OC(C)(C)C tert-Butyl 3-((2-(hydroxymethyl)oxazol-5-yl)methyl)azetidine-1-carboxylate